1,4-diamino-3,5-dinitropyrazole NN1N=C(C(=C1[N+](=O)[O-])N)[N+](=O)[O-]